6-(4-fluorophenyl)-4-methoxy-1-(2-morpholinoethyl)-2-oxo-1,2-dihydro-1,8-naphthyridine-3-carboxamide FC1=CC=C(C=C1)C=1C=C2C(=C(C(N(C2=NC1)CCN1CCOCC1)=O)C(=O)N)OC